2-(4-(aminomethyl)piperidin-1-yl)-1-(4-fluorophenyl)ethan-1-one, hydrochloride Cl.NCC1CCN(CC1)CC(=O)C1=CC=C(C=C1)F